4-(4-(3,8-diazabicyclo[3.2.1]octan-3-yl)-8-fluoro-2-((6-fluoro-2,3-dihydro-1H-pyrrolo[2,1-a]isoindol-9b(5H)-yl)-methoxy)pyrido[4,3-d]pyrimidin-7-yl)-5-ethynylnaphthalen-2-ol C12CN(CC(CC1)N2)C=2C1=C(N=C(N2)OCC23N(CC4=C(C=CC=C24)F)CCC3)C(=C(N=C1)C1=CC(=CC3=CC=CC(=C13)C#C)O)F